methyl-isobutyl-guanidine CN(C(=N)N)CC(C)C